5-chloro-3,3-dimethyl-2-oxo-benzene ClC1=CC(C(C=C1)=O)(C)C